(S)-5-chloro-N-(2,4-difluoro-3-(2-((2-hydroxy-1-phenylethyl)amino)quinazolin-6-yl)phenyl)-2-(trifluoromethyl)benzenesulfonamide ClC=1C=CC(=C(C1)S(=O)(=O)NC1=C(C(=C(C=C1)F)C=1C=C2C=NC(=NC2=CC1)N[C@H](CO)C1=CC=CC=C1)F)C(F)(F)F